2-bromo-1-(3,5-dimethoxyphenyl)ethanone BrCC(=O)C1=CC(=CC(=C1)OC)OC